1-[[(2S)-3-(diethylamino)-2-hydroxypropyl]amino]-4-[[(2S)-oxiran-2-yl]methylamino]anthracene-9,10-dione C(C)N(C[C@H](CNC1=CC=C(C=2C(C3=CC=CC=C3C(C12)=O)=O)NC[C@@H]1OC1)O)CC